FC=1C(=C(C=CC1F)C=1C=CC=2N(C1)C(=CN2)CCNC(OC(C)(C)C)=O)O tert-butyl (2-(6-(3,4-difluoro-2-hydroxyphenyl)imidazo[1,2-a]pyridin-3-yl)ethyl)carbamate